5-((1R,4R)-2-oxa-5-azabicyclo[2.2.1]heptane-5-yl)-N-(3-(difluoromethyl)-1-(1-(2-(Methylamino)ethyl)piperidin-4-yl)-1H-pyrazol-4-yl)pyrazolo[1,5-a]pyrimidine-3-carboxamide [C@H]12OC[C@H](N(C1)C1=NC=3N(C=C1)N=CC3C(=O)NC=3C(=NN(C3)C3CCN(CC3)CCNC)C(F)F)C2